C(C)(C)(C)C=1C(=CC(=C(NCC=2N=C(OC2)C(=O)NC2CN(C2)C(=O)OC(C)(C)C)C1)O)Cl tert-Butyl 3-((4-((5-(tert-butyl)-4-chloro-2-hydroxyanilino)methyl)oxazole-2-carbonyl)amino)azetidine-1-carboxylate